FC1=C(C(=CC=C1)OC)C1=CC(=NC=C1C(=O)NC=1SC(=NN1)OCC1=NC=C(C=C1)S(=O)(=O)C)C 4-(2-fluoro-6-methoxyphenyl)-6-methyl-N-(5-((5-(methylsulfonyl)pyridin-2-yl)methoxy)-1,3,4-thiadiazol-2-yl)nicotinamide